ClC=1C=CC(=C(C1)N1N=C(C=2C=NC(=CC21)C2=CN=C1N2N=CC=C1)C)OC(F)F 1-(5-chloro-2-(difluoromethoxy)phenyl)-6-(imidazo[1,2-b]pyridazin-3-yl)-3-methyl-1H-pyrazolo[4,3-c]pyridine